C(#C)C=1C=C(C=CC1)NC1=C(C=NC2=CC(=C(C=C12)N)OCC)C#N 4-(3-ethynylphenyl)amino-3-cyano-6-amino-7-ethoxyquinoline